N1CCCC12CCCC2 azaspiro[4.4]nonane